((1R,2R)-2-((1,3-dioxooctahydro-2H-isoindol-2-yl)methyl)cyclohexyl)methyl methanesulfonate CS(=O)(=O)OC[C@H]1[C@@H](CCCC1)CN1C(C2CCCCC2C1=O)=O